NCCN1CCN(CC1)C(=O)OC(C)(C)C 4-(2-aminoethyl)-1-boc-piperazine